NC1=NC(=CC(=N1)C=1N=NN(C1)CC1=CC=CC(=N1)N1C[C@H](CC1)C(=O)O)C1=CC(=CC=C1)C#N (S)-1-[6-({4-[2-amino-6-(m-cyanophenyl)-4-pyrimidinyl]-1H-1,2,3-triazol-1-yl}methyl)-2-pyridinyl]-3-pyrrolidinecarboxylic acid